N,N'-bis(3-(trimethoxysilyl)propyl)urea CO[Si](CCCNC(=O)NCCC[Si](OC)(OC)OC)(OC)OC